CN1N=C2C(N(CCC2=C1OS(=O)(=O)C(F)(F)F)C(=O)OC(C)(C)C)C tert-butyl 2,7-dimethyl-3-(trifluoromethanesulfonyloxy)-5,7-dihydro-4H-pyrazolo[3,4-c]pyridine-6-carboxylate